[Si](C)(C)(C(C)(C)C)O[C@@H]1C[C@H](N(C1)C(=O)O)CO.OCCN(CCN)CCCCCCCCCCCC N-(2-hydroxyethyl)-N-dodecyl ethylenediamine (2S,4R)-4-{[tert-Butyl (dimethyl)silyl] oxy}-2-(hydroxymethyl)pyrrolidine-1-carboxylate